tert-butyl 4-(4-((benzyloxy)carbonyl)-2-oxopiperazin-1-yl)-2,3-dihydro-1H-pyrrolo[2,3-b]pyridine-1-carboxylate C(C1=CC=CC=C1)OC(=O)N1CC(N(CC1)C1=C2C(=NC=C1)N(CC2)C(=O)OC(C)(C)C)=O